CN1C(C(=C(C2=CC=C(C=C12)OC1COC1)N1CCC(CC1)(C=1OC2=C(N1)C=C(C=C2)C)C)C#N)=O 1-Methyl-4-[4-methyl-4-(5-methyl-1,3-benzoxazol-2-yl)piperidin-1-yl]-7-[(oxetan-3-yl)oxy]-2-oxo-1,2-dihydro-quinoline-3-carbonitrile